ClC=1C=C(C=CC1C(=O)N1CCN(CC1)C(=O)C1CCNCC1)NC(=O)C=1N(C(=CN1)C=1C(=NN(C1)C1=NC=CC(=N1)NCCOC)C(F)(F)F)C N-[3-chloro-4-[4-(piperidine-4-carbonyl)piperazine-1-carbonyl]phenyl]-5-[1-[4-(2-methoxyethylamino)pyrimidin-2-yl]-3-(trifluoromethyl)pyrazol-4-yl]-1-methyl-imidazole-2-carboxamide